O=C1C(=C(C=NN1)N1[C@@H](CCC1)COC/C=C/C(=O)N1CCN(CC1)C1=CC=C(C=N1)C#N)C(F)(F)F 6-[4-[(3E)-4-[[(2S)-1-[6-Oxo-5-(trifluoromethyl)-1,6-dihydropyridazin-4-yl]pyrrolidin-2-yl]methoxy]but-2-enoyl]piperazin-1-yl]pyridine-3-carbonitrile